ClC1=NC=CC(=C1)C(C)(C)N(C(OC(C)(C)C)=O)CC=O tert-butyl (2-(2-chloropyridin-4-yl)propan-2-yl)(2-oxoethyl)carbamate